6,6-dimethyl-bicyclo[3.1.1]hept-2-ene CC1(C2CC=CC1C2)C